tert-Butyl (3R)-3-[(1S)-5-[[(5S)-6-tert-butoxy-5-[(3R)-1-tert-butoxycarbonylpyrrolidin-3-yl]-6-oxo-hexyl]carbamoylamino]-1-tert-butoxycarbonyl-pentyl]pyrrolidine-1-carboxylate C(C)(C)(C)OC([C@@H](CCCCNC(=O)NCCCC[C@H](C(=O)OC(C)(C)C)[C@@H]1CN(CC1)C(=O)OC(C)(C)C)[C@@H]1CN(CC1)C(=O)OC(C)(C)C)=O